FC=1C=2N(C=C(C1)N)C=C(N2)C 8-fluoro-2-methyl-imidazo[1,2-a]pyridin-6-amine